N2,N4-bis(3,3-difluorocyclobutyl)-6-(6-(trifluoromethyl)pyrazin-2-yl)-1,3,5-triazine-2,4-diamine FC1(CC(C1)NC1=NC(=NC(=N1)NC1CC(C1)(F)F)C1=NC(=CN=C1)C(F)(F)F)F